tert-Butyl 4-[3-(4-[3-cyano-4-methoxypyrazolo[1,5-a]pyridin-6-yl]-5-methylpyrazol-1-yl)azetidin-1-yl]-2,2-dimethylpyrrolidine-1-carboxylate C(#N)C=1C=NN2C1C(=CC(=C2)C=2C=NN(C2C)C2CN(C2)C2CC(N(C2)C(=O)OC(C)(C)C)(C)C)OC